N=1C=NN2C1C=C(C=C2)OC2=C(C(=C(C=C2)NC=2C1=C(N=CN2)C=NC(=C1)OC1CC2CCC(C1)N2C(=O)OC(C)(C)C)F)C tert-Butyl endo-3-((4-((4-([1,2,4]triazolo[1,5-a]pyridin-7-yloxy)-2-fluoro-3-methylphenyl)amino)-pyrido[3,4-d]pyrimidin-6-yl)oxy)-8-azabicyclo[3.2.1]octane-8-carboxylate